2-(4-methoxypyridin-3-yl)pyrimidin-4-amine COC1=C(C=NC=C1)C1=NC=CC(=N1)N